OC1(CC(C1)C(=O)N1CC2(C1)CCC(CC2)OC2=CC(=C(C=C2)C)C(F)(F)F)C ((1s,3s)-3-Hydroxy-3-methylcyclobutyl)(7-(4-methyl-3-(trifluoromethyl)phenoxy)-2-azaspiro[3.5]nonan-2-yl)methanone